ClC1=NC=2N(C(=C1)N(C(OC(C)(C)C)=O)CC=1N=C3N(C(=CC=C3)C3CC3)C1)N=CC2C2CC2 tert-butyl (5-chloro-3-cyclopropylpyrazolo[1,5-a]pyrimidin-7-yl)((5-cyclopropylimidazo[1,2-a]pyridin-2-yl)methyl)carbamate